Cl.OC1(CCNCC1)C=1C=C2CN(C(C2=CC1)=O)C1C(NC(CC1)=O)=O 3-(5-(4-Hydroxypiperidin-4-yl)-1-oxoisoindolin-2-yl)piperidine-2,6-dione hydrochloride